3-(4-(2-benzyl-2H-tetrazol-5-yl)piperazin-1-yl)-6-(1-methyl-1H-pyrazol-4-yl)pyrazolo[1,5-a]pyridine C(C1=CC=CC=C1)N1N=C(N=N1)N1CCN(CC1)C=1C=NN2C1C=CC(=C2)C=2C=NN(C2)C